3-bromo-N-(4-(trifluoromethyl)phenyl)butanamide BrC(CC(=O)NC1=CC=C(C=C1)C(F)(F)F)C